C(C)(=O)OC(CCC(C)C)C=1SC=C(N1)C(N[C@@H](CC1=CC=CC=C1)C[C@@H](C(=O)NN)C)=O 1-(4-(((2R,4S)-5-hydrazino-4-methyl-5-oxo-1-phenylpentan-2-yl) carbamoyl) thiazol-2-yl)-4-methylpentyl acetate